(5-(methylsulfonyl)-1-phenyl-1H-1,2,3-triazol-4-yl)(phenyl)methanone CS(=O)(=O)C1=C(N=NN1C1=CC=CC=C1)C(=O)C1=CC=CC=C1